C(C)(C)(C)[C@H]1OC2=C(C(N3C1CNCC3)=O)C(=NC(=C2Cl)Cl)F tert-butyl-(R)-3,4-dichloro-1-fluoro-12-oxo-6a,7,9,10-tetrahydro-12H-pyrazino[2,1-c]pyrido[3,4-f][1,4]oxazepine